CN1N=C2CCN(CCC2=C1C1=CC=CC=C1)C(=O)OC(C)(C)C Tert-Butyl 2-methyl-3-phenyl-4,5,7,8-tetrahydropyrazolo[3,4-d]azepine-6(2H)-carboxylate